NC1=NC=C(N=C1C1=NC=CC(=C1)F)Br 2-Amino-3-(4-fluoropyridyl)-5-bromopyrazine